N-cyclopropyl-3-(6-((1-hydroxy-2-methylpropan-2-yl)amino)-5-(1H-imidazol-4-yl)pyridin-3-yl)-4-methylbenzamide C1(CC1)NC(C1=CC(=C(C=C1)C)C=1C=NC(=C(C1)C=1N=CNC1)NC(CO)(C)C)=O